N-((R)-((S)-7-(1-methyl-1H-pyrazol-4-yl)-2,3-dihydro-1H-pyrido[2,3-b][1,4]oxazin-3-yl)(phenyl)methyl)-2-(6-methylpyridin-3-yl)ethanamine CN1N=CC(=C1)C1=CC2=C(O[C@@H](CN2)[C@H](NCCC=2C=NC(=CC2)C)C2=CC=CC=C2)N=C1